ClC1=C(C=C(C=C1)N1N=CC=2C1=CN=C(C2)N2CCN(CC2)S(=O)(=O)C)O 2-Chloro-5-(5-(4-(methylsulfonyl)piperazin-1-yl)-1H-pyrazolo[3,4-c]pyridine-1-yl)phenol